Cl.CN1CCC(CC1)C1=CC=C(C=C1)C1=CC=C2CNC(C2=C1)=O 6-[4-(1-methyl-4-piperidinyl)phenyl]isoindolin-1-one, hydrochloride salt